C(C(CS(=O)(=O)O)O)NC(CO)(CO)CO 3-(N-tris-(hydroxymethyl)methylamino)-2-hydroxypropanesulfonic acid